C=12C=3C=NN(CCCOCCCOC=4C=CC(NN1)=C2C4)C3 9,13-dioxa-4,5,18,19-tetraazatetracyclo[12.5.2.12,5.017,20]docosa-1(19),2(22),3,14(21),15,17(20)-hexaene